7-bromo-2-iodothieno[3,2-b]pyridine BrC1=C2C(=NC=C1)C=C(S2)I